cyclopropyl-(5-((4-(4-(trifluoromethyl)piperidin-1-yl)phenyl)amino)isoindolin-2-yl)methan C1(CC1)CN1CC2=CC=C(C=C2C1)NC1=CC=C(C=C1)N1CCC(CC1)C(F)(F)F